[PH2](OC(CCCCC)(CCCCC)SC1=CC=CC=C1)=O phenylthio-(n-pentyl-n-hexyl) phosphinate